tert-butyl 4-((8-((tert-butoxycarbonyl)(2-methoxybenzyl)amino)-3-isopropylimidazo[1,2-a]pyrazin-6-yl)thio)piperidine-1-carboxylate C(C)(C)(C)OC(=O)N(C=1C=2N(C=C(N1)SC1CCN(CC1)C(=O)OC(C)(C)C)C(=CN2)C(C)C)CC2=C(C=CC=C2)OC